(3S)-1-[2-(3-chlorophenyl)ethyl]-3-({4-[(1-methylazetidin-3-yl)sulfonyl]phenoxy}methyl)piperazine ClC=1C=C(C=CC1)CCN1C[C@H](NCC1)COC1=CC=C(C=C1)S(=O)(=O)C1CN(C1)C